C1(CCC1)N1N=C(C(=C1)C1=C(C(=O)O)C=C(C=C1)NC(=O)C1(CC1)C1=C(C=C(C=C1)C(F)(F)F)F)F 2-(1-Cyclobutyl-3-fluoro-1H-pyrazol-4-yl)-5-[({1-[2-fluoro-4-(trifluoromethyl)phenyl]cyclopropyl}carbonyl)amino]benzoic acid